5-chloro-N-[2,4-difluoro-3-([imidazo[1,5-b]pyridazin-3-yloxy]methyl)phenyl]-2-methoxypyridine-3-sulfonamide ClC=1C=C(C(=NC1)OC)S(=O)(=O)NC1=C(C(=C(C=C1)F)COC1=CC=2N(N=C1)C=NC2)F